(S)-1-(3-(2,3-dichlorophenyl)-1H-pyrazolo[3,4-b]pyrazin-6-yl)-4'H,6'H-spiro[piperidine-4,5'-pyrrolo[1,2-c][1,2,3]triazol]-4'-amine ClC1=C(C=CC=C1Cl)C1=NNC2=NC(=CN=C21)N2CCC1([C@@H](C=3N(N=NC3)C1)N)CC2